CN(S(=O)(=O)C=1SC(=C(C1C)C)S(=O)(=O)NC1=C(C=CC=C1)N1CCCCC1)C N2,N2,3,4-tetramethyl-N5-[2-(1-piperidyl)phenyl]thiophene-2,5-disulfonamide